8-fluoro-7-(hydroxymethyl)-3-isopropyl-1H-quinoxalin-2-one FC=1C(=CC=C2N=C(C(NC12)=O)C(C)C)CO